(1S,5S)-N-((1,2,3,5,6,7-Hexahydro-s-indacen-4-yl)carbamoyl)-6-methyl-3,6-diazabicyclo[3.2.0]heptane-3-sulfonamide, potassium salt [K].C1CCC2=C(C=3CCCC3C=C12)NC(=O)NS(=O)(=O)N1C[C@@H]2CN([C@@H]2C1)C